(E)-8-(5-Bromo-2,2'-dioxo-[3,3'-biindolinylidene]-1-yl)octanoic acid BrC=1C=C2\C(\C(N(C2=CC1)CCCCCCCC(=O)O)=O)=C\1/C(NC2=CC=CC=C12)=O